6-((3-fluorobenzyl)thio)-2-((3-methyloxetan-3-yl)methyl)-5-phenyl-2H-pyrazolo[3,4-d]pyrimidin-4(5H)-one FC=1C=C(CSC=2N(C(C=3C(N2)=NN(C3)CC3(COC3)C)=O)C3=CC=CC=C3)C=CC1